CONCCCC1=CC=CC=C1 methoxyphenylpropylamine